C1(CC1)OCCO 2-cyclopropoxyethan-1-ol